C(C)(C)(C)OOC(=O)C1(C(=O)C2=CC=CC=C2)CC(=CC=C1)C(=O)OOC(C)(C)C 1,3-di(t-butyldioxycarbonyl)benzophenone